1,3-diamino-2,6-diethyl-4-methylbenzene NC1=C(C(=C(C=C1CC)C)N)CC